1-(3,5-Dichlorophenyl)-5-oxopyrrolidin ClC=1C=C(C=C(C1)Cl)N1CCCC1=O